5-(4-amino-1-((1,2,3,4-tetrahydroisoquinolin-6-yl)methyl)-1H-pyrazolo[3,4-d]pyrimidin-3-yl)benzo[d]oxazol-2-amine Trifluoroacetic Acid Salt FC(C(=O)O)(F)F.NC1=C2C(=NC=N1)N(N=C2C=2C=CC1=C(N=C(O1)N)C2)CC=2C=C1CCNCC1=CC2